C(C)(C)(C)OC(=O)NC(C(=O)O)CC1=CC(=C(C=C1)OCOC)I 2-((tert-butoxycarbonyl)amino)-3-(3-iodo-4-(methoxymethoxy)phenyl)propionic acid